COC=1C=CC(=NC1)C(C)N1C[C@@H](N(C[C@H]1C)C1=C(C(N(C=2C=CC(=NC12)C#N)C)=O)C#N)C 8-[(2S,5R)-4-[1-(5-methoxypyridin-2-yl)ethyl]-2,5-dimethylpiperazin-1-yl]-5-methyl-6-oxo-5,6-dihydro-1,5-naphthyridine-2,7-dicarbonitrile